CN(C1=C(C=C(C=C1)NC(=O)NCC1=CC2=C(C(N(C2)C2C(NC(CC2)=O)=O)=O)S1)C)C 1-(4-(dimethylamino)-3-methylphenyl)-3-((5-(2,6-dioxopiperidin-3-yl)-6-oxo-5,6-dihydro-4H-thieno[2,3-c]pyrrol-2-yl)methyl)urea